methyl (S)-4-(5-amino-3-oxo-4-(((phenylmethyl-d2)sulfonyl)oxy)-2,3-dihydrofuran-2-yl-2-d)-2-fluorobenzoate NC1=C(C([C@](O1)([2H])C1=CC(=C(C(=O)OC)C=C1)F)=O)OS(=O)(=O)C([2H])([2H])C1=CC=CC=C1